C1(C2=C(C(N1)=O)SC1=C(C(NC1=O)=O)S2)=O [1,4]dithiino[2,3-c:5,6-c']dipyrrol-1,3,5,7(2H,6H)-tetron